3-amino-N-{2-[4-amino-3-(methoxymethyl)-3-methylpyrrolidin-1-yl]-5,6,7,8-tetrahydroquinolin-6-yl}-4,6-dimethylthieno[2,3-b]pyridine-2-carboxamide NC1=C(SC2=NC(=CC(=C21)C)C)C(=O)NC2CC=1C=CC(=NC1CC2)N2CC(C(C2)N)(C)COC